(4-((4-benzylpiperazin-1-yl)sulfonyl)phenyl)methanamine C(C1=CC=CC=C1)N1CCN(CC1)S(=O)(=O)C1=CC=C(C=C1)CN